(4-(2-(difluoromethyl)-1H-benzo[d]imidazol-1-yl)-6-morpholinyl-1,3,5-triazin-2-yl)piperazine-1-carboxamide FC(C1=NC2=C(N1C1=NC(=NC(=N1)N1CCOCC1)C1N(CCNC1)C(=O)N)C=CC=C2)F